ClC(C(=O)O)(C(C=1C=NC=CC1)O)C1=CC(=CC=C1)C(F)(F)F 2-chloro-3-hydroxy-3-(3-pyridyl)-2-(3-trifluoromethylphenyl)propanoic acid